2-(4'-Fluoro-2'-(4-methyl-4H-1,2,4-triazol-3-yl)-[1,1'-biphenyl]-3-yl)-6-((((1-hydroxycyclobutyl)methyl)amino)methyl)isoindolin-1-one FC1=CC(=C(C=C1)C1=CC(=CC=C1)N1C(C2=CC(=CC=C2C1)CNCC1(CCC1)O)=O)C1=NN=CN1C